3-(2-chloro-3,4-dihydroxyphenyl)-4,5-dihydroisoxazole-5-carbohydrazide ClC1=C(C=CC(=C1O)O)C1=NOC(C1)C(=O)NN